C(C(C)C)(=O)OCC=1OC(=NN1)C1=CC=C(C=C1)N1CCC(CC1)OC1=C(C=CC(=C1)F)Cl (5-(4-(4-(2-chloro-5-fluorophenoxy)piperidin-1-yl)phenyl)-1,3,4-oxadiazol-2-yl)methyl isobutyrate